1,5-di-tert-butyl 2-(5-bromo-2-oxo-3H-1,3-benzodiazol-1-yl)pentanedioate BrC1=CC2=C(N(C(N2)=O)C(C(=O)OC(C)(C)C)CCC(=O)OC(C)(C)C)C=C1